CCC(=O)OC1=CC=CC2=CC=CC=C12 naphthyl methylacetate